(Ra)-6-(1-(4-(2-(Difluoromethyl)pyridin-4-yl)benzyl)-4-fluoro-1H-indol-7-carboxamido)spiro[3.3]heptan FC(C1=NC=CC(=C1)C1=CC=C(CN2C=CC3=C(C=CC(=C23)C(=O)NC2CC3(CCC3)C2)F)C=C1)F